C(#N)C1=C(SC2=C1C=CC=C2)C2=C(C=NN2C)C2=CC=C1C(NN=C(C1=C2)C2(CC2)NC(OC(C)(C)C)=O)=O tert-butyl N-[1-[7-[5-(3-cyanobenzothiophen-2-yl)-1-methyl-pyrazol-4-yl]-4-oxo-3H-phthalazin-1-yl]cyclopropyl]carbamate